[Sn](Cl)Cl stannous chloride